(3S,4R)-4-(3,4-difluorophenyl)-1-(2-methoxyethyl)pyridine FC=1C=C(C=CC1F)C1=CCN(C=C1)CCOC